2-(4-(1,3-dioxo-5,11-bis(4-(trifluoromethyl)phenyl)-1H-xantheno[2,1,9-def]isoquinolin-2(3H)-yl)phenyl)acetate O=C1N(C(C2=C3C=4C(=C(C=C13)C1=CC=C(C=C1)C(F)(F)F)C1=CC=CC=C1OC4C(=C2)C2=CC=C(C=C2)C(F)(F)F)=O)C2=CC=C(C=C2)CC(=O)[O-]